(1S,2R,5S)-2-isopropyl-5-methylcyclohexyl-4-(2,3,4,9-tetrahydro-1H-pyrido[3,4-b]indol-1-yl)benzoate C(C)(C)[C@@H]1[C@H](C[C@H](CC1)C)OC(C1=CC=C(C=C1)C1NCCC2=C1NC1=CC=CC=C21)=O